ClC1=C(C=NC2=CC=C(C=C12)F)S(=O)(=O)N1CCOCC1 4-[(4-chloro-6-fluoro-3-quinolyl)sulfonyl]morpholine